3,5-dihydroxy-6-(hydroxymethyl)oxan OC1COC(C(C1)O)CO